BrC1=C2C=NN(C2=CC(=C1CCCCC(C(O[Si](C)(C)C(C)(C)C)C1CN(CCOC1)C(=O)OC(C)(C)C)=O)Cl)C1OCCCC1 tert-Butyl 6-(6-(4-bromo-6-chloro-1-(tetrahydro-2H-pyran-2-yl)-1H-indazol-5-yl)-1-((tert-butyldimethylsilyl)oxy)-2-oxohexyl)-1,4-oxazepane-4-carboxylate